3-((4-methylenehexan-3-yl)oxy)butanenitrile C=C(C(CC)OC(CC#N)C)CC